Cl.SC[C@@H](C(=O)N[C@H](C(=O)N[C@H](C(=O)NC)CS)CS)NC (R)-3-mercapto-N-((R)-3-mercapto-1-(((R)-3-mercapto-1-(methylamino)-1-oxopropan-2-yl)amino)-1-oxopropan-2-yl)-2-(methylamino)propanamide hydrochloride